ClC1=C(C(=CC=C1)Cl)C1CN(C1)C1=C(C=C(CN2CCC(CC2)C(=O)O)C=C1)F (4-(3-(2,6-dichlorophenyl)azetidin-1-yl)-3-fluorobenzyl)piperidine-4-carboxylic acid